1-(pyridin-2-yl)-5-(trifluoromethyl)-1H-pyrazol-4-amine N1=C(C=CC=C1)N1N=CC(=C1C(F)(F)F)N